tert-Butyl 3-(7-bromo-5-sulfamoylbenzo[d]oxazol-2-yl)-3,9-diazabicyclo[3.3.1]nonane-9-carboxylate BrC1=CC(=CC=2N=C(OC21)N2CC1CCCC(C2)N1C(=O)OC(C)(C)C)S(N)(=O)=O